COC1=CC=C(C=C1)S(=O)(=O)N1CCNCC1 4-((4-methoxyphenyl)sulfonyl)piperazine